2-phosphinyl-guanidine [PH2](=O)N=C(N)N